(2-chlorophenyl)-[2-(1-piperidyl)-4,5-dihydroimidazol-1-yl]methanone ClC1=C(C=CC=C1)C(=O)N1C(=NCC1)N1CCCCC1